C1(CC1)CS(=O)(=O)C1=CC=C(CC2=NC3=C(N2C(=O)OC(C)(C)C)C(=C(C(=C3)Cl)N3CCC(CC3)(F)F)Cl)C=C1 tert-butyl 2-(4-(cyclopropylmethylsulfonyl) benzyl)-5,7-dichloro-6-(4,4-difluoropiperidin-1-yl)-1H-benzo[d]imidazole-1-carboxylate